C1(CC1)CN1CC2(C1)CC(C2)N2CCC(CC2)C=2C=C(C1=C(N(C(=N1)C1=CC=C(C=C1)S(=O)(=O)C)C)C2)C 6-(1-(2-(cyclopropylmethyl)-2-azaspiro[3.3]hept-6-yl)piperidin-4-yl)-1,4-dimethyl-2-(4-(methylsulfonyl)phenyl)-1H-benzo[d]imidazole